FC1=C(C=CC=C1)N=C=O 2-Fluorophenyl isocyanate